FC1=CC=C(C=C1)C=1C=C2C(=NC=NC2=C(C1)OC)NCC1=CC=C2C=C(NC2=C1)C 6-(4-Fluorophenyl)-8-methoxy-N-[(2-methylindol-6-yl)methyl]quinazolin-4-amine